FC1=C(C=CC(=C1)F)C=1C=C2C(=NN(C2=CC1)C(C1=CC=CC=C1)(C1=CC=CC=C1)C1=CC=CC=C1)NC(=O)[C@H]1CN(CCC1)C(=O)OC(C)(C)C tert-Butyl (3R)-3-{[5-(2,4-difluorophenyl)-1-trityl-1H-indazol-3-yl]carbamoyl}piperidine-1-carboxylate